4-[6-(4-aminopiperidin-1-yl)-3-(2-methyl-2H-indazol-5-yl)pyrazin-2-yl]-2-fluorobenzonitrile NC1CCN(CC1)C1=CN=C(C(=N1)C1=CC(=C(C#N)C=C1)F)C1=CC2=CN(N=C2C=C1)C